(R)-4-amino-7-fluoro-3-methyl-1,3-dihydrofuro[3,4-c]quinoline-8-carboxylic acid chloride NC1=NC=2C=C(C(=CC2C2=C1[C@H](OC2)C)C(=O)Cl)F